C(C)(C)(C)C1=CC(=NC=C1)C1=CC(=NN1)C(F)(F)F 4-tert-butyl-2-(3-trifluoromethyl-1H-pyrazol-5-yl)pyridine